4-(((6-(benzylamino)-1-methyl-1H-pyrazolo[3,4-d]pyrimidin-4-yl)amino)methyl)benzenesulfonamide C(C1=CC=CC=C1)NC1=NC(=C2C(=N1)N(N=C2)C)NCC2=CC=C(C=C2)S(=O)(=O)N